BrC=1C=C(C=C(C1)OC)CNC(OC(C)(C)C)=O tert-butyl N-[(3-bromo-5-methoxy-phenyl) methyl]carbamate